1-(4-([1,1'-Biphenyl]-3-ylsulfonyl)phenyl)-3-(oxazol-5-ylmethyl)urea C1(=CC(=CC=C1)S(=O)(=O)C1=CC=C(C=C1)NC(=O)NCC1=CN=CO1)C1=CC=CC=C1